(Z)-4-(2-amino-5-oxo-3,5-dihydro-4H-imidazol-4-ylidene)-2-bromo-4,5,6,7-tetrahydropyrrolo[2,3-c]azepin-8(1H)-one NC1=NC(/C(/N1)=C\1/C2=C(C(NCC1)=O)NC(=C2)Br)=O